NC1=C(C(=NN1C(C)C)C1=C(C(=C(C=C1)CC(NC1=CC(=NO1)C12CCC(CC1)(C2)C(F)(F)F)=O)F)F)C(=O)N 5-Amino-3-[2,3-difluoro-4-[([3-[4-(trifluoromethyl)bicyclo[2.2.1]heptan-1-yl]-1,2-oxazol-5-yl]carbamoyl)methyl]phenyl]-1-isopropylpyrazole-4-carboxamide